SC(CCCCCCCC)O mercaptononanol